(3-((3-fluoropyrrolidin-1-yl)methyl)pyridin-2-yl)boronic acid FC1CN(CC1)CC=1C(=NC=CC1)B(O)O